O=C1NC(CCC1N1C(C2=CC=CC(=C2C1=O)C#CCOCCOCCC(=O)OC(C)(C)C)=O)=O tert-butyl 3-[2-[3-[2-(2,6-dioxo-3-piperidyl)-1,3-dioxo-isoindolin-4-yl]prop-2-ynoxy]ethoxy]propanoate